FC1=C(C=CC=C1)C(C#CC1=CC=C(C=C1)OC)=O 1-(2-fluorophenyl)-3-(4-methoxyphenyl)prop-2-yne-1-one